7-(5,5-Difluoropiperidin-3-yl)-5-methyl-[1,2,4]triazolo[1,5-a]pyrimidine HCl salt Cl.FC1(CC(CNC1)C1=CC(=NC=2N1N=CN2)C)F